5-Ethoxy-6-ethyl-1,4-dihydro-1-methyl-2,4-dioxo-N-[(tetrahydro-2-furanyl)methyl]pyrido[2,3-d]pyrimidine-3(2H)-acetamide C(C)OC1=C(C=NC=2N(C(N(C(C21)=O)CC(=O)NCC2OCCC2)=O)C)CC